3-hydroxy-1-methyl-3-(thiophen-2-yl)indolin-2-one OC1(C(N(C2=CC=CC=C12)C)=O)C=1SC=CC1